OC1=CC=NC2=CC=C(C=C12)C=O (4-hydroxy-6-quinolyl)methanone